N-[(3S)-2,6-dioxapiperidin-3-yl]2-fluorobenzamide N1O[C@@H](CCO1)NC(C1=C(C=CC=C1)F)=O